(3,3-difluorocyclobutyl)methanamine hydrochloride salt Cl.FC1(CC(C1)CN)F